3'-((3R,6S)-4-acryloyl-6-methylmorpholin-3-yl)-5'-chloro-4-fluoro-[1,1'-biphenyl]-3-carboxamide C(C=C)(=O)N1[C@@H](CO[C@H](C1)C)C=1C=C(C=C(C1)Cl)C1=CC(=C(C=C1)F)C(=O)N